ClC1=CC=C(C(=N1)C=1C=NN(C1)C)N(C(CO)C=1C=2C3=C(N(C(C2C=C(C1)C)=O)C)N(N=C3)CC)CC3=CC=C(C=C3)OC 9-(1-((6-chloro-2-(1-methyl-1H-pyrazol-4-yl)pyridin-3-yl)(4-methoxybenzyl)amino)-2-hydroxyethyl)-3-ethyl-4,7-dimethyl-3,4-dihydro-5H-pyrazolo[3,4-c]isoquinolin-5-one